N-cyclopropyl-2-fluoro-5-(4-(2-hydroxyethyl)-3,4-dihydro-2H-pyrido[3,2-b][1,4]oxazin-7-yl)-4-methylbenzamide C1(CC1)NC(C1=C(C=C(C(=C1)C1=CC=2OCCN(C2N=C1)CCO)C)F)=O